di(3-phenylphenyl)phosphorus oxide C1(=CC=CC=C1)C=1C=C(C=CC1)[P](C1=CC(=CC=C1)C1=CC=CC=C1)=O